C(C)(=O)OC(CO)CO Glycerol 2-Mono-Acetate